C(C)OC(C(=O)N(CC=1SC(=NN1)Br)CC=C)=O.O[C@H](C)C1=NC=2C(=C3C(=NC2)NC=C3)N1N1CC(CC1)CS(=O)(=O)N (1-(2-((R)-1-hydroxyethyl)imidazo[4,5-d]Pyrrolo[2,3-b]Pyridin-1(6H)-yl)pyrrolidin-3-yl)methanesulfonamide ethyl-2-(allyl-((5-bromo-1,3,4-thiadiazol-2-yl)methyl)amino)-2-oxoacetate